cyclopentyl (2R)-3-hydroxy-2-[[(8S)-5-(7H-pyrrolo[2,3-d]pyrimidin-4-yl)-5-azaspiro[2.5]octane-8-carbonyl]amino]propanoate OC[C@H](C(=O)OC1CCCC1)NC(=O)[C@H]1CCN(CC12CC2)C=2C1=C(N=CN2)NC=C1